NC=1N=NC(=CC1N1CCC2(CCN(CC2)C(=O)OC(C)(C)C)CC1)C1=C(C=CC=C1)O tert-butyl 9-[3-amino-6-(2-hydroxyphenyl)pyridazin-4-yl]-3,9-diazaspiro[5.5]undecane-3-carboxylate